FC1=C(C=C(C(=C1)NCCCCNCCNC)F)S(=O)(=O)NC1=NC=NS1 2,5-difluoro-4-[(4-{[2-(methylamino)ethyl]amino}-butyl)amino]-N-1,2,4-thiadiazol-5-ylbenzene-sulfonamide